CC1=C(C#[N+][O-])C(=CC(=C1OCCCC1OC1C)C)C 2,4,6-trimethyl-3-(3-(3-methyloxiran-2-yl)propoxy)benzonitrile oxide